O1C(=CC=C1)C=1C=C(C(=NC1)C#N)C 5-(furan-2-yl)-3-methylpicolinonitrile